7-(1-(adamantan-1-ylmethyl)-5-methyl-1H-pyrazol-4-yl)-3-(6-(benzo[d]thiazol-2-ylamino)-5-(trifluoromethyl)pyridazin-3-yl)imidazo[1,2-a]pyridine-8-carboxylic acid C12(CC3CC(CC(C1)C3)C2)CN2N=CC(=C2C)C2=C(C=3N(C=C2)C(=CN3)C=3N=NC(=C(C3)C(F)(F)F)NC=3SC2=C(N3)C=CC=C2)C(=O)O